O=C1NC2=CC=C(C=C2C(N1C=1C=NC=C(C(=O)N)C1)=O)C(F)(F)F 5-(2,4-dioxo-6-(trifluoromethyl)-1,4-dihydroquinazolin-3(2H)-yl)nicotinamide